tert-Butyl 3-(1-methyl-2-oxopyrrolidin-3-yl)-1H-indole-1-carboxylate CN1C(C(CC1)C1=CN(C2=CC=CC=C12)C(=O)OC(C)(C)C)=O